[Li]C(CCC(C1=CC=CC=C1)(C1=CC=CC=C1)[Li])(C1=CC=CC=C1)C1=CC=CC=C1 1,4-dilithio-1,1,4,4-tetraphenylbutane